rac-6-(2-((3aR,5s,6aS)-5-(3,4-difluorophenoxy)hexahydrocyclopenta[c]pyrrol-2(1H)-yl)-1-hydroxyethyl)pyridin-3-ol FC=1C=C(OC2C[C@@H]3[C@@H](CN(C3)CC(O)C3=CC=C(C=N3)O)C2)C=CC1F